NC1CCC(CC1)CN1CCN(CC1)C1=C(C=C(C=C1)C1C(NC(CC1)=O)=O)Cl 3-[4-[4-[(4-Aminocyclohexyl)methyl]piperazin-1-yl]-3-chloro-phenyl]piperidine-2,6-dione